O1C(C1)COC(NCC[Si](OCC)(OCC)OCC)=O (oxiran-2-yl)methyl-N-[2-(triethoxysilyl)ethyl]carbamate